NC1=NC=CC=C1S(=O)(=O)NC(=O)C=1C(=NC(=CC1)C=1C=C(C=CC1)C)N1C(C[C@@H](C1)C)(C)C N-[(2-Amino-3-pyridyl)sulfonyl]-6-(m-tolyl)-2-[(4S)-2,2,4-trimethylpyrrolidin-1-yl]pyridin-3-carboxamid